1-((S)-3-((4-((3-chloro-2-fluoro-4-(((R)-tetrahydrofuran-2-yl)methoxy)phenyl)amino)pyrido[3,2-d]pyrimidin-6-yl)oxy)pyrrolidin-1-yl)prop-2-en-1-one ClC=1C(=C(C=CC1OC[C@@H]1OCCC1)NC=1C2=C(N=CN1)C=CC(=N2)O[C@@H]2CN(CC2)C(C=C)=O)F